4-(furan-2-yl)-6-(5-phenoxy-1H-1,2,3-benzotriazol-1-yl)pyrimidin-2-amine O1C(=CC=C1)C1=NC(=NC(=C1)N1N=NC2=C1C=CC(=C2)OC2=CC=CC=C2)N